N-((2-(5-chloro-6-((cis)-2,6-dimethylmorpholino)pyridin-2-yl)-1,6-naphthyridin-7-yl)methyl)-4-methyl-3-(methylsulfonyl)benzamide ClC=1C=CC(=NC1N1C[C@@H](O[C@@H](C1)C)C)C1=NC2=CC(=NC=C2C=C1)CNC(C1=CC(=C(C=C1)C)S(=O)(=O)C)=O